N1C(=CC=2C=NC=CC21)[C@@H](C)NC(=O)[C@H]2N(C[C@@H](C2)S(=O)(=O)C2CC2)C(CNC(=O)C=2C=CC=1SC3=CC=CC=C3OC1C2)=O (2S,4R)-N-((R)-1-(1H-pyrrolo[3,2-c]pyridin-2-yl)ethyl)-4-(cyclopropylsulfonyl)-1-((phenoxathiine-3-carbonyl)glycyl)pyrrolidine-2-carboxamide